C1(=CC=CC2=CC=CC=C12)[C@@H](C)NC1=NC2=C(N1)C=C(C=C2C(F)(F)F)C(F)(F)F (R)-N-(1-(naphthalen-1-yl)ethyl)-4,6-bis(trifluoromethyl)-1H-benzo[d]imidazol-2-amine